N1(C=NC=C1)C1=CC=C(C=C1)C=1OC(=C(N1)CN1CCC(CC1)C1=C(C=CC=C1)OC(F)(F)F)C 2-(4-(1H-imidazol-1-yl)phenyl)-5-methyl-4-((4-(2-(trifluoromethoxy)phenyl)piperidin-1-yl)methyl)oxazole